2,2-difluoro-N-(oxetan-3-yl)acetamide FC(C(=O)NC1COC1)F